S1C(=NC2=C1C=CC=C2)C2=C(N)C=CC(=C2)F 2-(1,3-benzothiazol-2-yl)-4-fluoroaniline